3-(1-methyl-2-oxo-1,2-dihydro-3H,7H-spiro[benzofurano[4,5-d]imidazol-8,4'-piperidin]-3-yl)piperidine-2,6-dione CN1C(N(C2=C1C1=C(OCC13CCNCC3)C=C2)C2C(NC(CC2)=O)=O)=O